2-[(4-{[(1S)-2-hydroxy-1-phenylethyl]amino}-5-[3-(1-methylpiperidin-4-yl)-1,2,4-oxadiazol-5-yl]pyridin-2-yl)amino]-6-(2-methoxy-5-methylphenyl)-7H-pyrrolo[3,4-b]pyridin-5-one OC[C@H](C1=CC=CC=C1)NC1=CC(=NC=C1C1=NC(=NO1)C1CCN(CC1)C)NC1=CC=C2C(=N1)CN(C2=O)C2=C(C=CC(=C2)C)OC